O=C1NC(CCC1N1C(C2=CC=CC(=C2C1=O)OC1CCN(CC1)CC1CCN(CC1)C1=NC=C(C=N1)N1C=NC2=CC=CC=C2C1=O)=O)=O 3-(2-{4-[(4-{[2-(2,6-dioxopiperidin-3-yl)-1,3-dioxo-2,3-dihydro-1H-isoindol-4-yl]oxy}piperidin-1-yl)methyl]piperidin-1-yl}pyrimidin-5-yl)-4-oxo-3,4-dihydroquinazolin